NC=1C=NC2=CC=C(C=C2C1N[C@H]1CN(CC1)C)C#N 3-amino-4-{[(3R)-1-methylpyrrolidin-3-yl]amino}quinoline-6-carbonitrile